ClN1C(C2=C(C(=C(C=C2CC1)O)O)C)=O chloro-6,7-dihydroxy-8-methyl-3,4-dihydroisoquinolin-1(2H)-one